5-Bromo-7-methoxy-2-naphthoate BrC1=C2C=CC(=CC2=CC(=C1)OC)C(=O)[O-]